(R)-2-amino-N-(4-(4-(3-(dimethylamino)pyrrolidine-1-carbonyl)piperidin-1-yl)-5-fluoropyridin-3-yl)-6-fluoropyrazolo[1,5-a]pyrimidine-3-carboxamide NC1=NN2C(N=CC(=C2)F)=C1C(=O)NC=1C=NC=C(C1N1CCC(CC1)C(=O)N1C[C@@H](CC1)N(C)C)F